ethyl 2-methylbutanoate (ethyl 2-methylbutanoate) C(C)C(C(=O)O)(CC)C.CC(C(=O)OCC)CC